N-(4-acetylphenyl)-2-[8-[(1-methylindazol-5-yl)amino]-1-oxo-2-isoquinolyl]acetamide C(C)(=O)C1=CC=C(C=C1)NC(CN1C(C2=C(C=CC=C2C=C1)NC=1C=C2C=NN(C2=CC1)C)=O)=O